COC1=CC=C(CNC=2N=CC3=C(N2)N=C(C(=C3)C=3C=C(C=CC3C)NC(C3=CC(=NC=C3)C(F)(F)F)=O)C)C=C1 N-(3-(2-((4-methoxybenzyl)amino)-7-methylpyrido[2,3-d]pyrimidin-6-yl)-4-methylphenyl)-2-(trifluoromethyl)isonicotinamide